4-((5-fluoropyridin-2-yl)methoxy)-1-(5-(methyl-d3)-2,3,4,5-tetrahydro-1H-pyrido[4,3-b]indol-7-yl-3,3,4,4-d4)pyridin-2(1H)-one FC=1C=CC(=NC1)COC1=CC(N(C=C1)C=1C=CC=2C3=C(N(C2C1)C([2H])([2H])[2H])C(C(NC3)([2H])[2H])([2H])[2H])=O